ClC=1C=C(C=CC1OC)NC(=O)C1(CCC(CC1)N1C(NC2=CC=CC(=C2C1)C)=O)C (1s,4s)-N-(3-chloro-4-methoxyphenyl)-1-methyl-4-(5-methyl-2-oxo-1,2-dihydroquinazolin-3(4H)-yl)cyclohexanecarboxamide